5'-methyl-4-pentyl-3-(pyridin-4-yl)-1',2',3',4'-tetrahydro-[1,1'-biphenyl]-2,6-diol CC=1CCCC(C1)C=1C(=C(C(=CC1O)CCCCC)C1=CC=NC=C1)O